ClC=1C=C(C=CC1Cl)N1CC(CC1)C=1C(=C(C(=O)OC)C(=CC1)CC)F Methyl 3-(1-(3,4-dichlorophenyl) pyrrolidin-3-yl)-6-ethyl-2-fluorobenzoate